5-(2-amino-[1,2,4]triazolo[1,5-a]pyridin-7-yl)-N-((3-(cyclobutylmethoxy)pyridin-2-yl)methyl)-2-methoxynicotinamide NC1=NN2C(C=C(C=C2)C=2C=NC(=C(C(=O)NCC3=NC=CC=C3OCC3CCC3)C2)OC)=N1